N-(1,5-dimethyl-8-bicyclo[3.2.1]octanylidene)hydroxylamine CC12CCCC(CC1)(C2=NO)C